2-[3-[1-ethyl-4-(4-methyl-1,2,4-triazol-3-yl)pyrazol-3-yl]phenyl]-4-(trifluoromethyl)-3H-isoindol-1-one C(C)N1N=C(C(=C1)C1=NN=CN1C)C=1C=C(C=CC1)N1C(C2=CC=CC(=C2C1)C(F)(F)F)=O